2,4-dimethyl-2-(p-toluenesulfonyl)pentan-3-one CC(C)(C(C(C)C)=O)S(=O)(=O)C1=CC=C(C)C=C1